ClC=1C=C(C=C(C1)NS(=O)(=O)C)NC(=O)C1=CSC=C1C1=NC=CC=C1OCC=1C=NC=C(C1)F N-(3-chloro-5-methanesulfonamidophenyl)-4-{3-[(5-fluoropyridin-3-yl)methoxy]pyridin-2-yl}thiophene-3-carboxamide